2-(4-Bromo-5'-chloro-2'-((4-methylphenyl)sulfonamido)-[1,1'-biphenyl]-3-yl)acetamide BrC1=C(C=C(C=C1)C1=C(C=CC(=C1)Cl)NS(=O)(=O)C1=CC=C(C=C1)C)CC(=O)N